FC(OC1=C(C=C(C=C1)OC1=CC(=C(C=C1)C)C(=O)N1CCN(CC1)C)C1=NN(C=C1NC(=O)C=1C=NN2C1N=CC=C2)C)F N-[3-[2-(difluoromethoxy)-5-[4-methyl-3-(4-methylpiperazine-1-carbonyl)phenoxy]phenyl]-1-methyl-pyrazol-4-yl]pyrazolo[1,5-a]pyrimidine-3-carboxamide